[Al].CC1=C(C(=C(C(=C1)C)C)C)O (2,4,5,6-tetramethylphenol) aluminum